3-isopropyl-5-(4-(((5-(6-(methylsulfonyl)pyridin-3-yl)thiazolo[5,4-b]pyridin-2-yl)oxy)methyl)piperidin-1-yl)-1,2,4-oxadiazol C(C)(C)C1=NOC(=N1)N1CCC(CC1)COC=1SC2=NC(=CC=C2N1)C=1C=NC(=CC1)S(=O)(=O)C